FC(CN1N=NC(=C1)C(=O)N[C@@H](CO)C1=CC=CC=C1)CCN1N=NC(=C1)C(NCC1=C(C=CC(=C1)OC(F)(F)F)F)=O 1-{2-fluoro-4-[4-({[2-fluoro-5-(trifluoromethoxy)phenyl]methyl}carbamoyl)-1H-1,2,3-triazol-1-yl]butyl}-N-[(1R)-2-hydroxy-1-phenylethyl]-1H-1,2,3-triazole-4-carboxamide